COC([C@@H](N(C)C)[C@H](O)C)=O dimethyl-L-threonine methyl ester